N1(CCCC1)C1=CN=CC(=N1)C(NN)=S 6-(pyrrolidin-1-yl)pyrazine-2-carbothiohydrazide